N-[(2E)-3-(4-methylphenyl)-2-propenyl]-1-(7-methylthiothieno[3,2-d]pyrimidin-4-yl)-4-piperidinylamine CC1=CC=C(C=C1)/C=C/CNC1CCN(CC1)C=1C2=C(N=CN1)C(=CS2)SC